O1C(CCCC1)OCC=CCO 4-(tetrahydropyran-2-oxy)-2-buten-1-ol